OCCCN1N=C(C=C1C(=O)NN)C 1-(3-hydroxypropyl)-3-methyl-1H-pyrazole-5-carbohydrazide